Nonyl-8-((2-(didodecylamino)ethyl)(2-hydroxyethyl)amino)octanoate C(CCCCCCCC)OC(CCCCCCCN(CCO)CCN(CCCCCCCCCCCC)CCCCCCCCCCCC)=O